1-Methyl-2-(6-(tert-butoxycarbonyl)-5-(1-(cyclohexylmethyl)-5-methyl-1H-pyrazol-4-yl) pyridin-2-yl)-1,2,3,4-tetrahydroisoquinoline-8-carboxylate CC1N(CCC2=CC=CC(=C12)C(=O)[O-])C1=NC(=C(C=C1)C=1C=NN(C1C)CC1CCCCC1)C(=O)OC(C)(C)C